4-bromo-2-[3-(3-chlorophenyl)ureido]benzamide BrC1=CC(=C(C(=O)N)C=C1)NC(=O)NC1=CC(=CC=C1)Cl